4,4-dimethyl-1-((4-[5-(trifluoromethyl)-1,2,4-oxadiazol-3-yl]phenyl)methyl)pyrrolidin-2-one CC1(CC(N(C1)CC1=CC=C(C=C1)C1=NOC(=N1)C(F)(F)F)=O)C